7-((1-Acryloyl-3-(3-chloro-2-methylphenyl)azetidin-3-yl)amino)-2-(2-methoxyethyl)isoquinolin-1(2H)-one C(C=C)(=O)N1CC(C1)(C1=C(C(=CC=C1)Cl)C)NC1=CC=C2C=CN(C(C2=C1)=O)CCOC